N1(N=NN=C1)CCCNC=1C2=C(N=C(N1)OCC13CCCN3CCC1)C(=C(N=C2)C2=CC=CC1=CC=CC(=C21)F)F N-(3-(1H-tetrazol-1-yl)propyl)-8-fluoro-7-(8-fluoronaphthalen-1-yl)-2-((tetrahydro-1H-pyrrolizin-7a(5H)-yl)methoxy)pyrido[4,3-d]pyrimidin-4-amine